N6-(2-amino-2-phenyl-propyl)-1-methyl-N4-[4-(trifluoromethoxy)phenyl]pyrazolo[3,4-d]pyrimidine-4,6-diamine NC(CNC1=NC(=C2C(=N1)N(N=C2)C)NC2=CC=C(C=C2)OC(F)(F)F)(C)C2=CC=CC=C2